[4-[4-(diethylamino)-alpha-[4-(ethylamino)-1-naphthyl]benzylidene]cyclohexa-2,5-dien-1-ylidene]diethylammonium chloride [Cl-].C(C)N(C1=CC=C(C(C2=CC=C(C3=CC=CC=C23)NCC)=C2C=CC(C=C2)=[N+](CC)CC)C=C1)CC